3-{[(2S)-2-amino-2-carboxyethyl]carbamoylamino}-5-chloro-4-methylbenzenesulfonic acid N[C@@H](CNC(=O)NC=1C=C(C=C(C1C)Cl)S(=O)(=O)O)C(=O)O